C1(CC1)C=1C(=CC(N2[C@@H](CSC12)C(=O)O)=O)CC=1SC2=CC=CC=C2C1 (3R)-7-Cyclopropyl-4-oxo-6-{(7-thiabicyclo[4.3.0]nona-1,3,5,8-tetraen-8-yl)methyl}-1-thia-3a-aza-3-indancarboxylic acid